Tert-butyl 2-(6-oxo-2-phenyl-5-(((4-phenylcyclohexyl)methyl)amino) pyrimidin-1(6H)-yl)acetate O=C1C(=CN=C(N1CC(=O)OC(C)(C)C)C1=CC=CC=C1)NCC1CCC(CC1)C1=CC=CC=C1